N-[2-(dimethylamino)-ethyl]-acrylamide CN(CCNC(C=C)=O)C